[Cl-].[Ga+3].[Cl-].[Cl-] gallium chloride